CC1=NN=C(S1)C=1C=CC(=C(C1)O)C=1N=NC(=CC1)N1C[C@@H](CC1)N[C@H]1COCC1 5-(5-methyl-1,3,4-thiadiazol-2-yl)-2-{6-[(3R)-3-[(3R)-oxolan-3-ylamino]pyrrolidin-1-yl]pyridazin-3-yl}phenol